BrC=1C=CC(=C(C1)NCC1CC(C1)COC1=C(C=NN1C)C=1C=C(C(=O)OC)C=C(N1)C)[N+](=O)[O-] methyl 2-(5-(((1s,3s)-3-(((5-bromo-2-nitrophenyl) amino) methyl) cyclobutyl) methoxy)-1-methyl-1H-pyrazol-4-yl)-6-methylisonicotinate